FC1=CC=C(C(=O)NC2=NNC3=NC=C(C=C32)C=3C=NN(C3)C3CCNCC3)C=C1 4-fluoro-N-(5-(1-(piperidin-4-yl)-1H-pyrazol-4-yl)-1H-pyrazolo[3,4-b]pyridine-3-yl)benzamide